tert-butyl 7-(6-aminopyridazin-3-yl)-4,7-diazaspiro[2.5]octane-4-carboxylate NC1=CC=C(N=N1)N1CCN(C2(CC2)C1)C(=O)OC(C)(C)C